1-(methyl-d3)benzimidazole-5-carboxylic acid C(N1C=NC2=C1C=CC(=C2)C(=O)O)([2H])([2H])[2H]